COC(CC=CCC(=O)OC)=O hex-3-enedioic acid dimethyl ester